C(C)NC=1N=CC(=C2C=C(N=CC12)NC(=O)C1CC1)C=C N-(8-(ethylamino)-5-vinyl-2,7-naphthyridin-3-yl)cyclopropanecarboxamide